diethyl 3-methylcyclohex-1-ene-1,2-dicarboxylate CC1C(=C(CCC1)C(=O)OCC)C(=O)OCC